N-(3'-((8-formyl-[1,2,4]triazolo[4,3-a]quinazolin-5-yl)(methyl)amino)-[1,1'-biphenyl]-4-yl)acetamide C(=O)C1=CC=C2C(=NC=3N(C2=C1)C=NN3)N(C=3C=C(C=CC3)C3=CC=C(C=C3)NC(C)=O)C